C(#N)C1=CC(=C(OC=2N=NC(=C(C2C(=O)NC2=CC(=CC=C2)S(=O)(=O)C)C)C2=CC=CC=C2)C=C1)OC 3-(4-cyano-2-methoxy-phenoxy)-5-methyl-N-(3-methylsulfonylphenyl)-6-phenyl-pyridazine-4-carboxamide